C1(CCCCC1)N(C(=O)NC1=CC=CC=C1)CC=1C(NC2=C(C(=CC=C2C1)C)C)=O N-cyclohexyl-N-[(7,8-dimethyl-2-oxo-1,2-dihydro-3-quinolyl)methyl]-N'-phenylurea